(RS)-5-(tert-butyl)-9-chloro-8-(3-methoxypropoxy)-2-oxo-1,2,5,6-tetrahydro-1,10-phenanthroline-3-carbonitrile C(C)(C)(C)[C@@H]1C=2C=C(C(NC2C2=NC(=C(C=C2C1)OCCCOC)Cl)=O)C#N |r|